monophthaloyl phosphate P1(=O)(OC(C=2C(C(=O)O1)=CC=CC2)=O)[O-]